2,6-xylenyl-biguanidine C1(=C(C=CC=C1C)C)NC(=N)NNC(=N)N